2-amino-9-((2R,3R,4S,5R)-3,4-dihydroxy-5-(((hydroxy(phosphonooxy)phosphoryl)oxy)methyl)tetrahydrofuran-2-yl)-7-methyl-6-oxo-6,9-dihydro-1H-purin-7-ium NC=1NC(C=2[N+](=CN(C2N1)[C@@H]1O[C@@H]([C@H]([C@H]1O)O)COP(=O)(OP(=O)(O)O)O)C)=O